1-(2-hydroxyethyl)-4-hexadecylimidazolium bromide [Br-].OCCN1C=[NH+]C(=C1)CCCCCCCCCCCCCCCC